N1,N1'-(propane-1,3-diyl)bis(N1-(2-aminoethyl)ethane-1,2-diamine) C(CCN(CCN)CCN)N(CCN)CCN